N1(CCNCC1)C=1C=CC(=NC1)NC=1C=CC(=C2CNC(C12)=O)C=1C=NN2C1C=CC=C2 7-[(5-piperazin-1-yl-2-pyridyl)amino]-4-pyrazolo[1,5-a]pyridin-3-yl-isoindolin-1-one